4-(3-chloro-4,5-difluorobenzyl)-4-fluoro-N-(1-methyl-6-oxo-1,6-dihydropyridazin-3-yl)piperidine-1-carboxamide ClC=1C=C(CC2(CCN(CC2)C(=O)NC2=NN(C(C=C2)=O)C)F)C=C(C1F)F